N-(2-fluorophenyl)-N-(methylsulfonyl)glycine FC1=C(C=CC=C1)N(CC(=O)O)S(=O)(=O)C